3,5-Diamino-6-chloro-N-(diaminomethylidene)pyrazine-2-carboxamide NC=1C(=NC(=C(N1)N)Cl)C(=O)N=C(N)N